(hexylamino)-3-(methylsulfamoyl)benzoic acid C(CCCCC)NC1=C(C(=O)O)C=CC=C1S(NC)(=O)=O